FC(C1=CC(=CC(=N1)CO)C1=C(C=CC=C1C)C)F (6-(difluoromethyl)-4-(2,6-dimethylphenyl)pyridin-2-yl)methanol